FC=1C(=NC2=CC=C(C=C2C1)[N+](=O)[O-])C 3-Fluoro-2-methyl-6-nitroquinoline